(1r,4r)-4-methoxycyclohexane-1-carboxylic acid methyl ester COC(=O)C1CCC(CC1)OC